4-(5-aminopyridin-2-yl)piperidine-1-carboxylic acid methyl ester COC(=O)N1CCC(CC1)C1=NC=C(C=C1)N